lithium (7-fluoro-1H-indol-6-yl)boronic acid FC=1C(=CC=C2C=CNC12)B(O)O.[Li]